N-[3-chloro-4-({(3S)-3-[(2R)-1,2-dihydroxypropan-2-yl]piperidin-1-yl}methyl)phenyl]-1-(4-fluorophenyl)-3-methyl-1H-pyrazole-4-carboxamide ClC=1C=C(C=CC1CN1C[C@H](CCC1)[C@@](CO)(C)O)NC(=O)C=1C(=NN(C1)C1=CC=C(C=C1)F)C